O=[S@@]1OCC(C1)N (R)-2-Oxo-2lambda*4*-[1,2]oxathiolan-4-ylamine